FC=1C(=NC(=NC1)N1C[C@H](NCC1)C)N1CC(C1)C(=O)NC(C)(C)C1=CN=C2N1C=CC=C2 1-{5-fluoro-2-[(3R)-3-methylpiperazin-1-yl]pyrimidin-4-yl}-N-(2-{imidazo[1,2-a]pyridin-3-yl}propan-2-yl)azetidine-3-carboxamide